1-(4-(4-aminophenyl)piperazin-1-yl)ethan-1-one NC1=CC=C(C=C1)N1CCN(CC1)C(C)=O